Methyl 2-((4-bromo-2-carbamoyl-5-methoxyphenyl) amino)-2-oxoacetate BrC1=CC(=C(C=C1OC)NC(C(=O)OC)=O)C(N)=O